1,2,3,4-tetrahydro-1,4-epoxynaphthalen-5-amine C12CCC(C=3C(=CC=CC13)N)O2